IC=C(F)F 2-iodo-1,1-difluoroethylene